N[C@@H]1[C@@H](OCC12CCN(CC2)C=2N=CC(=NC2CO)SC=2C(=C(C(=O)N(C)C)C=CC2)Cl)C 3-({5-[(3S,4S)-4-amino-3-methyl-2-oxa-8-azaspiro[4.5]decan-8-yl]-6-(hydroxymethyl)pyrazin-2-yl}thio)-2-chloro-N,N-dimethylbenzamide